N-(2-fluoro-4-(2,6-diazaspiro[3.4]octan-6-yl)phenyl)-7-methoxy-2-methylimidazo[1,2-a]pyridine-6-carboxamide FC1=C(C=CC(=C1)N1CC2(CNC2)CC1)NC(=O)C=1C(=CC=2N(C1)C=C(N2)C)OC